NC1=NC=NN2C1=C(C(=N2)C2=CC=C(C=C2)NC(C=C)=O)C2=CC=C(C=C2)OCC2CC2 N-(4-(4-amino-5-(4-(cyclopropylmethoxy)phenyl)pyrazolo[5,1-f][1,2,4]triazin-6-yl)phenyl)acrylamide